FC=1C(=NC(=CC1)F)C=1N=C2N(C=C(N=C2)C(F)(F)F)C1 2-(3,6-Difluoropyridin-2-yl)-6-(trifluoromethyl)imidazo[1,2-a]pyrazine